ClC1=C(C(=CC=C1[N+](=O)[O-])F)N=S(C)(C)=C=O ((2-chloro-6-fluoro-3-nitrophenyl)imino)dimethyl-lambda6-Thioketone